n-tetradecylamide C(CCCCCCCCCCCCC)[NH-]